C(C)(C)(C)OC(=O)NCCN N-(tert-butoxycarbonyl)-ethylenediamine